2-(3-(1-(4-acetamidobenzyl)piperidin-4-yl)-1H-pyrrolo[2,3-c]pyridin-1-yl)-5-fluoro-N-isopropyl-N-methylbenzamide C(C)(=O)NC1=CC=C(CN2CCC(CC2)C2=CN(C3=CN=CC=C32)C3=C(C(=O)N(C)C(C)C)C=C(C=C3)F)C=C1